N-(3-cyano-4-fluoro-phenyl)-1,3,5-trimethyl-4-[2-oxo-2-[[(3S)-3-ethynyltetrahydrofuran-3-yl]amino]acetyl]pyrrole-2-carboxamide C(#N)C=1C=C(C=CC1F)NC(=O)C=1N(C(=C(C1C)C(C(N[C@]1(COCC1)C#C)=O)=O)C)C